CC1=CC=C(C(=O)OC2=C(C(=CC(=C2)Cl)C=NCCC2=CC=CC=C2)O)C=C1 5-chloro-2-hydroxy-3-((phenethylimino)meth-yl)phenyl 4-methyl-benzoate